C1(=CC2=CC=C3C=CC4=CC=C5C=CC6=CC=C1C1=C6C5=C4C3=C21)O coronenol